NC/C=C/CN1C(=NC2=C1C(=CC(=C2F)C(=O)N)OC)NC(=O)C2=CC(=NN2CC)C (E)-1-(4-aminobut-2-en-1-yl)-2-(1-ethyl-3-methyl-1H-pyrazole-5-carboxamido)-4-fluoro-7-methoxy-1H-benzo[d]imidazole-5-carboxamide